BrC=1C=C2C=C(C(=NC2=CC1)OC)C(C(CCN(C)CC1=C(C=C(C=C1)OC)OC)(O)C1=CC(=NC(=C1)OC)OC)C1=CC=CC=2OCCOC21 1-(6-bromo-2-methoxyquinolin-3-yl)-1-(2,3-dihydrobenzo[b][1,4]dioxin-5-yl)-4-((2,4-dimethoxybenzyl)(methyl)amino)-2-(2,6-dimethoxypyridin-4-yl)butan-2-ol